C1(CC1)C=1C(=C2C=CNC2=C(C1)C)C[C@H]1[C@@H](CN(CC1)C)C1=CC=C(C(=O)O)C=C1 4-((3r,4r)-4-((5-cyclopropyl-7-methyl-1H-indol-4-yl)methyl)-1-methylpiperidin-3-yl)benzoic acid